ClC1=CC2=C(C=N1)C(=CN2)C=2CCN(CC2)C 6-chloro-3-(1-methyl-1,2,3,6-tetrahydropyridin-4-yl)-1H-pyrrolo[3,2-c]pyridine